OC1=C(C=C(C=C1C)S(=O)(=O)C1=CC(=C(C(=C1)C)O)C)C Bis(4-hydroxy-3,5-xylyl) sulfone